Methyl 2-cyano-9-(4-((1-(3-fluoropropyl)azetidin-3-yl)methyl)phenyl)-6,7-dihydro-5H-benzo[7]annulene-3-carboxylate C(#N)C=1C(=CC2=C(C(=CCCC2)C2=CC=C(C=C2)CC2CN(C2)CCCF)C1)C(=O)OC